C[C@H]1C2=CN(N=C2C2=C(C1)OC(=C2C(F)(F)F)C(=O)NC[C@H]2OCCC2)CC2CCOCC2 (4R)-4-methyl-2-[(Oxan-4-yl)methyl]-N-{[(2S)-oxolan-2-yl]methyl}-8-(trifluoromethyl)-4,5-dihydro-2H-furo[2,3-g]indazole-7-carboxamide